ClC=1C=C(C=CC1)C=1N=C(SC1)N(C(=O)NCC[N+]1(CCC(CC1)O)C)C1=CC(=CC=C1)C(F)(F)F 1-[4-(3-chlorophenyl)thiazol-2-yl]-3-[2-(4-hydroxy-1-methyl-piperidin-1-ium-1-yl)ethyl]-1-[3-(trifluoromethyl)phenyl]Urea